(R)-N-(1,1-dimethylsilepan-4-yl)-2-methoxy-4H-pyrrolo[2,3-d]thiazole-5-carboxamide C[Si]1(CC[C@@H](CCC1)NC(=O)C1=CC2=C(N=C(S2)OC)N1)C